5-(5-chloro-2-methoxyphenyl)-N-(6-(4-cyanophenyl)thiazolo[4,5-b]pyrazin-2-yl)-1-methyl-2-oxo-1,2-dihydropyridine-4-carboxamide ClC=1C=CC(=C(C1)C=1C(=CC(N(C1)C)=O)C(=O)NC=1SC=2C(=NC=C(N2)C2=CC=C(C=C2)C#N)N1)OC